O1CCN(CC1)CCOC1=CC=C(C=C1)C1=NC=CC2=C1N=C(N=C2)NC=2C=NC(=CC2)N2CCOCC2 8-(4-(2-Morpholinoethoxy)phenyl)-N-(6-Morpholinopyridin-3-yl)pyrido[3,4-d]pyrimidin-2-amine